FC1=CC2=C(N(C3=CC(=CC=C23)O)CCN2CCNCC2)C(=N1)C 3-fluoro-1-methyl-9-(2-(piperazin-1-yl)ethyl)-9H-pyrido[3,4-b]indol-7-ol